C(C1=CC=CC=C1)N([C@@H](CC(=O)OCC)C=1C=C(C=CC1)C1=CC(=C(C=C1)F)F)[C@H](C)C1=CC=CC=C1 ethyl (S)-3-(benzyl((R)-1-phenylethyl)amino)-3-(3',4'-difluorobiphenyl-3-yl)propanoate